triazinedione oxime N=1N=NC(C(C1)=O)=NO